OC(CC(C(=O)OC)=C)(C)C1=C(C=CC=C1)C=1C=NN(C1)C methyl 4-hydroxy-4-(2-(1-methyl-1H-pyrazol-4-yl)phenyl)-2-methylenepentanoate